O1C=NC2=C1C=CC=C2CN[C@H]2CC([C@@H](CC2)NCC2=CC1=C(N(C(N1C)=O)C)C=C2)(F)F 5-((((1R,4R)-4-((Benzo[d]oxazol-4-ylmethyl)amino)-2,2-difluorocyclohexyl)amino)methyl)-1,3-dimethyl-1,3-dihydro-2H-benzo[d]imidazol-2-one